N-(1-((4-fluorophenyl)sulfonyl)-1,2,3,4-tetrahydroquinolin-6-yl)-2,3-dihydrobenzo[b][1,4]dioxin-6-sulfonamide FC1=CC=C(C=C1)S(=O)(=O)N1CCCC2=CC(=CC=C12)NS(=O)(=O)C1=CC2=C(OCCO2)C=C1